C1(=CC=CC=2[Se]C3=C(C21)C=CC=C3)C=3C(=NN=NC3C3=CC=CC=C3)C3=CC=CC=C3 (dibenzoselenophenyl)(diphenyltriazine)